N-(3,5-difluoro-4-(hexahydrocyclopenta[b]pyrrol-1(2H)-yl)phenyl)-2-(pyrrolidin-1-yl)-5-(2,2,2-trifluoroethyl)oxazole-4-carboxamide FC=1C=C(C=C(C1N1C2C(CC1)CCC2)F)NC(=O)C=2N=C(OC2CC(F)(F)F)N2CCCC2